(S)-3-(3-(4-hydroxy-1-methyl-2-oxo-1,2-dihydropyridin-3-yl)ureido)-3-(4-methoxybiphenyl-3-yl)propanoic acid ethyl ester C(C)OC(C[C@@H](C=1C=C(C=CC1OC)C1=CC=CC=C1)NC(=O)NC=1C(N(C=CC1O)C)=O)=O